C(CC)S(=O)(=O)N1C[C@@H](CC1)N1C(=NC=2C1=C1C(=NC2)NC=C1)[C@@H](C)O (R)-1-(1-((R)-1-(propylsulfonyl)pyrrolidin-3-yl)-1,6-dihydroimidazo[4,5-d]pyrrolo[2,3-b]pyridin-2-yl)ethanol